COC1=C(C=CC=C1OC)/C=C/C(=O)OCCC1=CC=CC=C1 (E)-phenethyl 3-(2,3-dimethoxyphenyl)acrylate